N12C[C@H](C(CC1)CC2)N(C(O)=O)[C@@H]2C(CC1=CC(=CC=C21)C2=CC(=C(C(=C2)Cl)OC(C)C)Cl)(C)C.NC2=CC=C(CCNC(C1=CC=C(C=C1)C1=NNC(=C1)C1=CC(=CC=C1)O)=O)C=C2 N-(4-aminophenethyl)-4-(5-(3-hydroxyphenyl)-1H-pyrazol-3-yl)benzamide (S)-quinuclidin-3-yl((R)-5-(3,5-dichloro-4-isopropoxyphenyl)-2,2-dimethyl-2,3-dihydro-1H-inden-1-yl)carbamate